FC1=C(C=C(C=C1)CC1=NNC(C2=CC=CC=C12)=O)C1=CC2=C(NC(=N2)NC(=O)NCCN2CCN(CC2)C)C=C1 1-(5-(2-Fluoro-5-((4-oxo-3,4-dihydrophthalazin-1-yl)methyl)phenyl)-1H-benzoimidazol-2-yl)-3-(2-(4-methylpiperazin-1-yl)ethyl)urea